7-((S)-4-acryloyl-2-methylpiperazin-1-yl)-9-chloro-10-(2-chloro-4-fluorophenyl)-2,3-dihydro-5H-[1,4]thiazino[2,3,4-ij]quinazolin-5-one C(C=C)(=O)N1C[C@@H](N(CC1)C1=NC(N2C3=C(C(=C(C=C13)Cl)C1=C(C=C(C=C1)F)Cl)SCC2)=O)C